COC(C(NC1=CC=C(C=C1)OC)C1=C(C=CC=C1)OC)=O (2-methoxyphenyl)-(4-methoxyanilino)acetic acid methyl ester